COC1C2N(CC1CC2)C2=CC1=C(CC(O1)(C)C)C=C2NC(=O)C=2C=NN1C2N=CC=C1 N-(6-(7-Methoxy-2-azabicyclo[2.2.1]heptan-2-yl)-2,2-dimethyl-2,3-dihydrobenzo-furan-5-yl)pyrazolo[1,5-a]pyrimidine-3-carboxamide